(1R,3S,5R)-2-(tert-butyloxycarbonyl)-2-azabicyclo[3.1.0]Hexane-3-carboxylic acid C(C)(C)(C)OC(=O)N1[C@@H]2C[C@@H]2C[C@H]1C(=O)O